NC1=NC=CC=C1C1=NC2=C(N1C=1C=CC(=NC1)NC(=O)C1=CC=C(C(=O)OC)C=C1)C=C(C=C2)OC(F)(F)F methyl 4-((5-(2-(2-aminopyridin-3-yl)-6-(trifluoromethoxy)-1H-benzo[d]imidazol-1-yl) pyridin-2-yl) carbamoyl)benzoate